tert-butyl (2S,4S)-2-(benzoyloxymethyl)-4-(hydroxymethyl)azetidine-1-carboxylate C(C1=CC=CC=C1)(=O)OC[C@H]1N([C@@H](C1)CO)C(=O)OC(C)(C)C